(Z)-10-tritriacontene CCCCCCCCC\C=C/CCCCCCCCCCCCCCCCCCCCCC